[3,3'-bipyridin]-4-ol N1=CC(=C(C=C1)O)C=1C=NC=CC1